sodium 3-(1-naphthylamino)propanesulfonic acid C1(=CC=CC2=CC=CC=C12)NCCCS(=O)(=O)O.[Na]